α-chloropropionic acid ClC(C(=O)O)C